BrC=1C=C(C=NC1)C(C)NC(OC(C)(C)C)=O tert-butyl (1-(5-bromopyridin-3-yl)ethyl)carbamate